tetrasodium 4-[[3-[[3,5-bis[(4-sulfonatophenyl)carbamoyl]phenyl]carbamoylamino]-5-[(4-sulfonatophenyl)carbamoyl]benzoyl]amino]benzenesulfonate S(=O)(=O)([O-])C1=CC=C(C=C1)NC(=O)C=1C=C(C=C(C1)C(NC1=CC=C(C=C1)S(=O)(=O)[O-])=O)NC(=O)NC=1C=C(C(=O)NC2=CC=C(C=C2)S(=O)(=O)[O-])C=C(C1)C(NC1=CC=C(C=C1)S(=O)(=O)[O-])=O.[Na+].[Na+].[Na+].[Na+]